4-(4-((1R,5S)-3,8-diazabicyclo[3.2.1]octan-3-yl)-8-fluoro-2-((1-(pyrrolidin-1-ylmethyl)cyclopropyl)methoxy)pyrido[4,3-d]pyrimidin-7-yl)-5-ethynyl-naphthalen-2-ol [C@H]12CN(C[C@H](CC1)N2)C=2C1=C(N=C(N2)OCC2(CC2)CN2CCCC2)C(=C(N=C1)C1=CC(=CC2=CC=CC(=C12)C#C)O)F